C(C)C1=C(NC=C1)C(=O)OC methyl 3-ethyl-1H-pyrrole-2-carboxylate